3-FORMYL-1H-INDOLE-4-CARBOXYLIC ACID C(=O)C1=CNC=2C=CC=C(C12)C(=O)O